O=C1C2C(CN1)CN(C2)C(=O)OC(C)(C)C tert-butyl 4-oxohexahydro-pyrrolo[3,4-c]pyrrole-2(1H)-carboxylate